N-(1-(4-methoxyphenyl)-2-oxo-2-((4-(trimethylsilyl)phenyl)amino)ethyl)-N-methyl-2-(pyridin-2-yl)acetamide COC1=CC=C(C=C1)C(C(NC1=CC=C(C=C1)[Si](C)(C)C)=O)N(C(CC1=NC=CC=C1)=O)C